BrC1=C(C2=C(N(C(CC(N2)=O)=O)C2=CC=C(C=C2)NS(=O)(=O)C2=CC=CC=C2)C=C1)C N-[4-(7-bromo-6-methyl-2,4-dioxo-2,3,4,5-tetrahydro-1H-benzo[b][1,4]diazepin-1-yl)phenyl]benzenesulfonamide